FC1=CC(=C(C(=O)O)C=C1C(C)C)O 4-Fluoro-2-hydroxy-5-isopropylbenzoic acid